3,3,4,4,5,5,6,6,7,7,8,8,9,9,10,10,11,11,12,12,12-henicosafluorododecyl acrylate C(C=C)(=O)OCCC(C(C(C(C(C(C(C(C(C(F)(F)F)(F)F)(F)F)(F)F)(F)F)(F)F)(F)F)(F)F)(F)F)(F)F